CC1=CC=C(C=C1)S(=O)(=O)N(CC=CC1=CC=CC=C1)CC#C 4-methyl-N-propargyl-N-(3-phenylallyl)benzenesulfonamide